1,6-dichloro-4-(prop-1-en-2-yl)-2,7-naphthyridine ClC1=NC=C(C2=CC(=NC=C12)Cl)C(=C)C